CC1=C(C=CC=C1Br)NC 3-Bromo-N,2-dimethylaniline